FC=1C=2N(C=C(C1)NC(=O)C=1C=CC(=C3C=CC(=NC13)OC)N1C[C@H](N([C@H](C1)C)C(=O)OC(C)(C)C)C)C=C(N2)C cis-tert-butyl (2R,6S)-4-[8-({8-fluoro-2-methylimidazo[1,2-a]pyridin-6-yl}carbamoyl)-2-methoxyquinolin-5-yl]-2,6-dimethylpiperazine-1-carboxylate